O1SC=CC=C1 oxathiine